tert-butyl 5-amino-6-(2-cyanoacetyl)-3',6'-dihydro-2'H-[2,4'-bipyridine]-1'-carboxylate NC=1C=CC(=NC1C(CC#N)=O)C=1CCN(CC1)C(=O)OC(C)(C)C